4-((1-(3-chlorophenyl)cyclopropyl)amino)-6-(3,5-dimethylisoxazol-4-yl)quinazoline-2-carboxylic acid ClC=1C=C(C=CC1)C1(CC1)NC1=NC(=NC2=CC=C(C=C12)C=1C(=NOC1C)C)C(=O)O